O1C(=NC=C1)C(=[N+]([O-])C)C1=CC=CC=C1 (2-oxazolyl)-phenyl-N-methylnitrone